COC1=CC=C(C(=O)NC(C(=O)O)CCN(CCCCC2=NC=3NCCCC3C=C2)CCOC2=CC=CC=C2)C=C1 2-[(4-methoxybenzoyl)amino]-4-[2-phenoxyethyl-[4-(5,6,7,8-tetrahydro-1,8-naphthyridin-2-yl)butyl]amino]butanoic acid